(R)-4-(2-(2-(6-(4-(1-(3-(1-(tert-butoxycarbonyl)-4-(5-(pyridin-4-yl)-4H-1,2,4-triazol-3-yl)piperidin-4-ylamino)benzamido)ethyl)phenoxy)hexyloxy)ethoxy)ethoxy)butanoic acid C(C)(C)(C)OC(=O)N1CCC(CC1)(C1=NN=C(N1)C1=CC=NC=C1)NC=1C=C(C(=O)N[C@H](C)C2=CC=C(OCCCCCCOCCOCCOCCCC(=O)O)C=C2)C=CC1